C1(CC1)S(=O)(=O)NC=1C=C(C=CC1)NC(=O)C1=C(OC=C1)C1CC1 N-(3-(cyclopropanesulfonamido)phenyl)-2-cyclopropylfuran-3-carboxamide